N[C@@H]1C[C@H](CC1)N(C(CC1=CC=C(C=C1)OCC(C)C)=O)C N-(1S,3S)-3-aminocyclopentyl-2-(4-isobutoxyphenyl)-N-methylacetamide